C(C)C=1C(NC=2C=C(C=NC2C1)CN1CCN(CC1)CC1CCN(CC1)C1=CC=C(N=N1)C(=O)N)=O 6-(4-((4-((7-ethyl-6-oxo-5,6-dihydro-1,5-naphthyridin-3-yl)methyl)piperazin-1-yl)methyl)piperidin-1-yl)pyridazine-3-carboxamide